benzyl (trans-4-(((trans-4-((tert-butoxycarbonyl)amino)cyclohexyl)amino)methyl)cyclohexyl)carbamate C(C)(C)(C)OC(=O)N[C@@H]1CC[C@H](CC1)NC[C@@H]1CC[C@H](CC1)NC(OCC1=CC=CC=C1)=O